P(=O)(OOCCC)([O-])[O-] propoxy phosphate